(2E)-3-[(2-ethyl-6-methylphenyl)amino]-3-[(2-fluorobenzyl)sulfonyl]-2-(phenylsulfonyl)acrylonitrile C(C)C1=C(C(=CC=C1)C)N\C(=C(\C#N)/S(=O)(=O)C1=CC=CC=C1)\S(=O)(=O)CC1=C(C=CC=C1)F